ClC1=C(C=CC=C1)C(C(=O)N)C1=NC=CC(=C1)C(F)(F)F 2-(2-chlorophenyl)-2-(4-(trifluoromethyl)pyridin-2-yl)acetamide